C(OCO)COCO (Ethylenedioxy)dimethanol